Ethyl 2-oxo-2-[rac-(2R,5S)-2-(2-ethylindazol-5-yl)-5-methyl-1-piperidyl]acetate O=C(C(=O)OCC)N1[C@H](CC[C@@H](C1)C)C1=CC2=CN(N=C2C=C1)CC |r|